1-(ethenyloxy)butane C(=C)OCCCC